CC1=C(C(=O)O)C=C(C=C1[N+](=O)[O-])C 2,5-dimethyl-3-nitro-benzoic acid